S1C(=CC=C1)C=1C2=CC=CC=C2C(=C2C=CC=CC12)C=1SC=CC1 9,10-dithienylanthracene